(R)-5-(6-(4-(3-hydroxy-3-phenylpropionyl)piperazin-1-yl)pyridin-3-yl)-7-(1-methyl-1H-pyrazol-4-yl)imidazo[1,2-a]Pyridine-3-carbonitrile O[C@H](CC(=O)N1CCN(CC1)C1=CC=C(C=N1)C1=CC(=CC=2N1C(=CN2)C#N)C=2C=NN(C2)C)C2=CC=CC=C2